C1=C(C=CC=2C3=CC=CC=C3CC12)NC1=NC(=NC2=CC=C(C=C12)[N+](=O)[O-])C1=CC2=CC=CC=C2C=C1 N-(9H-fluoren-2-yl)-2-(naphthalen-2-yl)-6-nitroquinazolin-4-amine